CN1C(=NN=C1COC1=NC=CC(=C1)C(F)(F)F)[C@@H]1CC[C@H](CC1)C=O trans-4-[4-methyl-5-({[4-(trifluoromethyl)pyridin-2-yl]oxy}methyl)-4H-1,2,4-triazol-3-yl]cyclohexanecarboaldehyde